CC(C)NC1=CC=C(C=N1)C1=NN2C(OCCC2)=C1C(=O)OCC Ethyl 2-[6-(propan-2-ylamino)pyridin-3-yl]-6,7-dihydro-5H-pyrazolo[5,1-b][1,3]oxazine-3-carboxylate